C(=O)(O)CCN1C=2C=CC3=C(C2C(C12C=NC1=C(O2)C=CC2=CC=C(C=C21)OC)(C)C)C=CC=C3 3-carboxyethyl-1,1-dimethyl-9'-methoxyspiro[benz[e]-indoline-2,3'-[3H]-naphtho[2,1-b][1,4]oxazine]